racemic-tert-butyl (3R*,4S*)-4-hydroxy-3-(4-(methoxycarbonyl)phenyl)azepane-1-carboxylate O[C@@H]1[C@@H](CN(CCC1)C(=O)OC(C)(C)C)C1=CC=C(C=C1)C(=O)OC |r|